4-(3-chloro-2-thienyl)-2-[(3R)-3-methylmorpholin-4-yl]-8-(1H-pyrazol-5-yl)-1,7-naphthyridine ClC1=C(SC=C1)C1=CC(=NC2=C(N=CC=C12)C1=CC=NN1)N1[C@@H](COCC1)C